Cl.N[C@@H](CO)CC1=C(C2=C(N=C(N=C2NCC=2OC=CC2)Cl)N1C)F (2R)-2-amino-3-(2-chloro-5-fluoro-4-{[(furan-2-yl)methyl]amino}-7-methyl-7H-pyrrolo[2,3-d]pyrimidin-6-yl)propan-1-ol hydrochloride